OC1=CC2=C(C=C1)C1=NC3=CC=CC=C3C(=C1O2)C(=O)O 8-hydroxy-[1]benzofuro[3,2-b]quinoline-11-carboxylic acid